1-[3-(3-Chloro-2-methylphenyl)-3-[(4-methoxyquinolin-7-yl)amino]pyrrolidin-1-yl]prop-2-en-1-one ClC=1C(=C(C=CC1)C1(CN(CC1)C(C=C)=O)NC1=CC=C2C(=CC=NC2=C1)OC)C